r-bi-phenyl C1(=CC=CC=C1)C1=CC=CC=C1